1-{2-[(tert-butyldimethylsilyl)oxy]-2-methylpropyl}-2-(ethoxymethyl)-5-phenyl-4-(prop-2-yl)-1H-imidazole [Si](C)(C)(C(C)(C)C)OC(CN1C(=NC(=C1C1=CC=CC=C1)C(C)C)COCC)(C)C